4-[3-(4-Bromo-2-chlorobenzoyl)-2,4-dihydro-1,3-benzoxazin-8-yl]-5-fluoro-2-(3-oxa-8-azabicyclo[3.2.1]oct-8-yl)benzoic acid methyl ester COC(C1=C(C=C(C(=C1)F)C1=CC=CC=2CN(COC21)C(C2=C(C=C(C=C2)Br)Cl)=O)N2C1COCC2CC1)=O